5-(tert-butyl)-7H-pyrrolo[2,3-d]pyrimidin-4-ol C(C)(C)(C)C1=CNC=2N=CN=C(C21)O